(1R,2S)-2-[[(2-tert-butoxy-2-oxo-ethyl)-(ditert-butoxyphosphoryloxymethoxycarbonyl)amino]methyl]cyclobutanecarboxylic acid C(C)(C)(C)OC(CN(C(=O)OCOP(=O)(OC(C)(C)C)OC(C)(C)C)C[C@@H]1[C@@H](CC1)C(=O)O)=O